C(C)(C)(C)NC(C(=O)N1[C@@H](C[C@@H]2CCCC[C@H]12)C(=O)N[C@@H](C[C@H]1C(NCC1)=O)C(COC(F)(F)F)=O)=O (2S,3aS,7aS)-1-(2-(tert-butylamino)-2-oxoacetyl)-N-((S)-3-oxo-1-((S)-2-oxopyrrolidin-3-yl)-4-(trifluoromethoxy)butan-2-yl)octahydro-1H-indole-2-carboxamide